trans-4-((4-(1-Iso-propyl-1H-pyrazol-4-yl)pyridin-2-yl)-((trans-4-(4-methoxy-3-methylphenyl)-cyclohexyl)methyl)-carbamoyl)cyclohexyl (2-hydroxy-ethyl)carbamate OCCNC(O[C@@H]1CC[C@H](CC1)C(N(C[C@@H]1CC[C@H](CC1)C1=CC(=C(C=C1)OC)C)C1=NC=CC(=C1)C=1C=NN(C1)C(C)C)=O)=O